(E)-4-oxo-4-(1-(3,4,5-trifluorophenyl)cyclobutoxy)but-2-enoic acid O=C(/C=C/C(=O)O)OC1(CCC1)C1=CC(=C(C(=C1)F)F)F